1-[4-[6-benzyloxy-2-[3-(trifluoromethoxy)phenyl]-3,4-dihydronaphthalen-1-yl]phenyl]-4-(dimethoxymethyl)piperidine C(C1=CC=CC=C1)OC=1C=C2CCC(=C(C2=CC1)C1=CC=C(C=C1)N1CCC(CC1)C(OC)OC)C1=CC(=CC=C1)OC(F)(F)F